OC1CCC(CC1)N1N=C(C(=C1)NC(=O)C=1N=C(SC1)C=1C=NNC1)C1=NC=CC=C1 N-(1-((1r,4r)-4-hydroxycyclohexyl)-3-(pyridin-2-yl)-1H-pyrazol-4-yl)-2-(1H-pyrazol-4-yl)thiazole-4-carboxamide